8-Hydroxy-4-methyl-5,6,7,8-tetrahydroquinoline-3-carbonitrile OC1CCCC=2C(=C(C=NC12)C#N)C